F[C@@H]1CN(CCC1)CCO (S)-2-(3-fluoropiperidin-1-yl)ethan-1-ol